[K+].[OH-].[Na+].[OH-] sodium hydroxide, potassium salt